OC1=C(C=CC(=C1)O)S[C@@]1([C@H](O)[C@H](O)[C@@H](CO)O1)N1C=NC=2C(=O)NC(N)=NC12 (2,4-Dihydroxyphenylthio)guanosine